(R)-2-tert-butyl-2-aminopropionic acid hydrochloride Cl.C(C)(C)(C)[C@@](C(=O)O)(C)N